C(=O)C1=CC=C(C=C1)C1=C(C=C(C(=C1)C1=CC=C(C=C1)N)C1=CC=C(C=C1)C=O)C1=CC=C(C=C1)N 1,4-bis(4-formylphenyl)-2,5-bis(4-aminophenyl)benzene